alpha-methyl-lysine C[C@](N)(CCCCN)C(=O)O